CC1(CCCC1)C=1SC2=C(N1)C(CC1(CCNCC1)C2)=O 2-(1-methylcyclopentyl)-5H-spiro[benzo[d]thiazol-6,4'-piperidin]-4(7H)-one